OC1=C(C(=O)O)C=C(C=C1)\C=C\C(=O)C1=CC=C(C=C1)O 2-Hydroxy-5-[(E)-3-(4-hydroxyphenyl)-3-oxoprop-1-enyl]benzoic acid